(S,E)-3-benzyl-3-((1-benzyl-2-oxoindolin-3-ylidene)methyl)-2-oxoindene-1-carboxylic acid tert-butyl ester C(C)(C)(C)OC(=O)[C@@H]1C(C(C2=CC=CC=C12)(/C=C\1/C(N(C2=CC=CC=C12)CC1=CC=CC=C1)=O)CC1=CC=CC=C1)=O